ClC1=C(C=NC(=C1F)Cl)C(=O)O.C(C1=CC=CC=C1)OC(=O)N1COC([C@@H]1C)(C1=CC=C(C=C1)OCC1=CC=CC=C1)C1=CC=C(C=C1)OCC1=CC=CC=C1 (S)-N-benzyloxycarbonyl-5,5-bis(4-benzyloxyphenyl)-4-methyl-oxazolidine 4,6-dichloro-5-fluoropyridine-3-carboxylate